(2R)-3-(((2,3-bis((3-((tert-butoxycarbonyl)(cyclopropylmethyl)amino)propanoyl)oxy)propoxy)-(hydroxy)phosphoryl)oxy)propane-1,2-diyl ditetradecanoate C(CCCCCCCCCCCCC)(=O)OC[C@H](COP(=O)(O)OCC(COC(CCN(CC1CC1)C(=O)OC(C)(C)C)=O)OC(CCN(CC1CC1)C(=O)OC(C)(C)C)=O)OC(CCCCCCCCCCCCC)=O